4-(4-aminopiperidin-1-yl)-6-(2-hydroxy-2-methylpropoxy)pyrazolo[1,5-a]pyridine-3-carbonitrile hydrochloride Cl.NC1CCN(CC1)C=1C=2N(C=C(C1)OCC(C)(C)O)N=CC2C#N